(S)-3-Methyl-2-(6-((1-methyl-pyrrolidin-3-yl)amino)pyridazin-3-yl)-5-(trifluoromethyl)phenol CC=1C(=C(C=C(C1)C(F)(F)F)O)C=1N=NC(=CC1)N[C@@H]1CN(CC1)C